1-(4-chlorophenyl)-3-hydroxy-3-phenylpropan-1-one ClC1=CC=C(C=C1)C(CC(C1=CC=CC=C1)O)=O